FCCN1N=C(C=C1C(F)(F)F)N 1-(2-fluoroethyl)-5-(trifluoromethyl)-1H-pyrazole-3-amine